2-[[(3-chloro-4-methyl-phenyl)carbamoyl-[[2-(2,6-dioxo-3-piperidyl)-1-oxo-isoindolin-5-yl]methyl]amino]methyl]prop-2-enoic acid ClC=1C=C(C=CC1C)NC(=O)N(CC=1C=C2CN(C(C2=CC1)=O)C1C(NC(CC1)=O)=O)CC(C(=O)O)=C